ClC1=C(C(=NN1CC1=C(C=CC=C1F)F)C(=O)O)CCNC1(CC1)CC#N 5-chloro-4-(2-((1-(cyanomethyl)cyclopropyl)amino)ethyl)-1-(2,6-difluorobenzyl)-1H-pyrazole-3-Carboxylic acid